C1(CCCCC1)C[C@H](C(=O)N1CC2(CCCC2)[C@](CC1)(O)CN1C(C=C(C(=C1)C(=O)N1CCNCC1)C1=C(C=CC=C1)F)=O)C 1-(((S)-7-((R)-3-Cyclohexyl-2-methylpropanoyl)-10-hydroxy-7-azaspiro[4.5]decan-10-yl)methyl)-4-(2-fluorophenyl)-5-(piperazin-1-carbonyl)pyridin-2(1H)-on